ortho-(dimethylaminomethyl)phenol CN(C)CC1=C(C=CC=C1)O